tert-butyl (S)-2-(5-aminopyridin-3-yl)-5-oxopiperazine-1-carboxylate NC=1C=C(C=NC1)[C@@H]1N(CC(NC1)=O)C(=O)OC(C)(C)C